(1R,3R,4R)-N-((R)-1-cyano-2-((S)-2-oxopiperidin-3-yl)ethyl)-2-((2,5-difluorophenyl)-D-alanyl)-5,5-difluoro-2-azabicyclo[2.2.2]octane-3-carboxamide C(#N)[C@@H](C[C@H]1C(NCCC1)=O)NC(=O)[C@@H]1N([C@H]2CC([C@@H]1CC2)(F)F)C([C@H](NC2=C(C=CC(=C2)F)F)C)=O